N-((2,2-dimethyl-1-phenylcyclopropyl)methyl)-6-isopropoxypyridine-3-sulfonamide CC1(C(C1)(C1=CC=CC=C1)CNS(=O)(=O)C=1C=NC(=CC1)OC(C)C)C